N1=C(C=CC=C1)SC1CN(CC1)C1=C(C=CC=C1)CO (2-(3-(pyridin-2-ylthio)pyrrolidin-1-yl)phenyl)methanol